C(C1=CC=CC=C1)N1C(=CC=C1C(=C)O)C=O 1-Benzyl-5-(1-hydroxyvinyl)-1H-pyrrole-2-carbaldehyde